C(CCC)[Sn](C(=C)C(CCCC)C1=CC=CC=C1)(CCCC)CCCC Tributyl-(3-phenyl-hept-1-en-2-yl)stannane